NC1=C2C(=NC=N1)N(N=C2C2=CC=C(C=C2)OC2=CC=CC=C2)CCC(=O)NC2=C(C=CC=C2)N 3-(4-amino-3-(4-phenoxyphenyl)-1H-pyrazolo[3,4-d]pyrimidin-1-yl)-N-(2-aminophenyl)propionamide